ClC=1C=CC2=C(C(CO2)N)C1 5-chloro-2,3-dihydrobenzofuran-3-amine